C1(CC1)C=1C=CC=2N(C1)C=C(N2)C2CCN1N=C(N=C12)C(=O)O 7-(6-cyclopropylimidazo[1,2-a]pyridin-2-yl)-6,7-dihydro-5H-pyrrolo[1,2-b][1,2,4]triazole-2-carboxylic acid